FC=1C=CC=C(C1)[N+](=O)[O-] 3-fluoro-5-nitrobenzene